COC=1C=C(C=CC1)[N+]#N 3-methoxybenzenediazonium